BrC1=C(C(=NC=C1)N)OC(C(F)(F)F)C 4-bromo-3-((1,1,1-trifluoropropan-2-yl)oxy)pyridin-2-amine